[Cl-].C(=O)(O)CC(C[N+](C)(C)C)=O 3-carboxyl-N,N,N-trimethyl-2-oxo-1-propyl-ammonium chloride